8-(4-Methoxyphenyl)-2-(methylsulfanyl)-5-[2-(triisopropylsilyl)ethynyl]pyrido[2,3-d]pyrimidin-7-one COC1=CC=C(C=C1)N1C(C=C(C2=C1N=C(N=C2)SC)C#C[Si](C(C)C)(C(C)C)C(C)C)=O